trans-2-methyl-3-(1-methylpyrazol-4-yl)cyclopropanecarboxylic acid tert-butyl ester C(C)(C)(C)OC(=O)C1C(C1C=1C=NN(C1)C)C